ClC1=C(C=CC(=C1OC=1C(=C2C(N(C=NC2=CC1)C)=O)Cl)F)NS(=O)(=O)N1C[C@@H](CC1)OC(F)F (R)-N-(2-chloro-3-((5-chloro-3-methyl-4-oxo-3,4-dihydroquinazolin-6-yl)oxy)-4-fluorophenyl)-3-(difluoromethoxy)pyrrolidine-1-sulfonamide